tertiary butyl peroxyacetate C(C)(=O)OOC(C)(C)C